ClC=1C=C2C(=NC1C1=CC=C(C=C1)C1=CC=C(C=C1)CN(C(OC(C)(C)C)=O)CCOCCO)N=C(N2)S(=O)(=O)C tert-butyl ((4'-(6-chloro-2-(methylsulfonyl)-1H-imidazo[4,5-b]pyridin-5-yl)-[1,1'-biphenyl]-4-yl)methyl)(2-(2-hydroxyethoxy)ethyl)carbamate